CC(C=O)CC(CC=C(C)C)(C1=CC=C(C=C1)SC)C 2,4,7-trimethyl-4-(4-(methylthio)phenyl)oct-6-enal